ClC1=C(C#N)C=CC(=C1)OC1C(C(C1(C)C)N)(C)C 2-chloro-4-[(1r,3r)-3-amino-2,2,4,4-tetramethylcyclobutoxy]benzonitrile